ClC=1C=CC=C2C=CC=C(C12)N1CC=2N=C(N=C(C2CC1)O)OC[C@H]1N(CCC1)C (S)-7-(8-Chloronaphthalen-1-yl)-2-((1-methylpyrrolidin-2-yl)methoxy)-5,6,7,8-tetrahydropyrido[3,4-d]pyrimidin-4-ol